CN(C1CCC(CC1)NC1=NC=C(C(=N1)C1=CN=C2N1C=C(C=C2)NC=2C=NC=NC2)C)C N1,N1-Dimethyl-N4-(5-Methyl-4-(6-(pyrimidin-5-ylamino)imidazo[1,2-a]pyridin-3-yl)pyrimidin-2-yl)cyclohexane-1,4-diamine